bis(1,5-cyclooctadiene) iridium triflate [O-]S(=O)(=O)C(F)(F)F.[Ir+3].C1=CCCC=CCC1.C1=CCCC=CCC1.[O-]S(=O)(=O)C(F)(F)F.[O-]S(=O)(=O)C(F)(F)F